7-chloroimidazo[1,5-a]pyridine-1-carboxylic acid ClC1=CC=2N(C=C1)C=NC2C(=O)O